C(C)(C)OC(=O)N1CCN(CC1)C1=NC=2N(C=C1)N=CC2C=2C=NC=NC2 4-(3-(pyrimidin-5-yl)pyrazolo[1,5-a]pyrimidin-5-yl)piperazine-1-carboxylic acid isopropyl ester